2-(1-(Azetidin-3-ylmethyl)-1H-pyrazol-4-yl)-8-chloro-7-((2-methyl-1H-benzo[d]imidazol-6-yl)oxy)quinoxalin N1CC(C1)CN1N=CC(=C1)C1=NC2=C(C(=CC=C2N=C1)OC=1C=CC2=C(NC(=N2)C)C1)Cl